C(=O)[O-].[Ca+2].C(=O)[O-] calcium format